FC1=C(C(=CC=2OCCOC21)OC)CCNC(OC(C)(C)C)=O tert-butyl (2-(5-fluoro-7-methoxy-2,3-dihydrobenzo[b][1,4]dioxin-6-yl)ethyl)carbamate